FC(C(=O)O)(F)F.N[C@@H]1COCC[C@H]1C1=C(C=2N=C(N=C(C2S1)NCC=1OC=CC1)Cl)C#C[Si](C)(C)C 6-((3S,4R)-3-aminotetrahydro-2H-pyran-4-yl)-2-chloro-N-(furan-2-ylmethyl)-7-((trimethylsilyl)ethynyl)thieno[3,2-d]pyrimidin-4-amine trifluoroacetate